(8R,9S,10S)-10-(aminomethyl)-9-(4-bromophenyl)-3-[(dimethylamino)methyl]-N-(4-methoxyphenyl)-1,6-diazabicyclo[6.2.0]decane-6-carboxamide NC[C@@H]1[C@@H]([C@@H]2CN(CCC(CN12)CN(C)C)C(=O)NC1=CC=C(C=C1)OC)C1=CC=C(C=C1)Br